1-(2-Fluoro-4-((1R,2R)-6-hydroxy-2-(tetrahydro-2H-pyran-4-yl)-1,2,3,4-tetrahydronaphthalen-1-yl)phenyl)piperidine-4-carbaldehyde FC1=C(C=CC(=C1)[C@H]1[C@H](CCC2=CC(=CC=C12)O)C1CCOCC1)N1CCC(CC1)C=O